(R)-(2-(benzofuran-3-yl)-1-(2-oxo-2-(2-oxa-8-azaspiro[4.5]decane-8-yl)acetamido)ethyl)boric acid O1C=C(C2=C1C=CC=C2)C[C@H](NC(C(N2CCC1(CCOC1)CC2)=O)=O)OB(O)O